(2-(3,7-dimethyloct-2,6-diene-1-yl)-5-amyl-1,3-phenylene)bis(oxygen) CC(=CCC1=C(C=C(C=C1[O])CCCCC)[O])CCC=C(C)C